ClC1=NC2=C(C=CN=C2C=C1)N1CCN(CC1)C1=C(C=CC=C1)F 2-chloro-8-(4-(2-fluorophenyl)piperazin-1-yl)-1,5-naphthyridine